1,3-Dichloro-5-fluoro-5,6-dihydro-4H-cyclopenta[c]thiophene-4-one ClC=1SC(=C2C1CC(C2=O)F)Cl